2-Chloro-N-((3S,4S)-4-(((1-methyl-4-nitro-3-(trifluoromethyl)-1H-pyrazol-5-yl)oxy)methyl)tetrahydrofuran-3-yl)-5-(trifluoromethyl)pyrimidin-4-amine ClC1=NC=C(C(=N1)N[C@@H]1COC[C@H]1COC1=C(C(=NN1C)C(F)(F)F)[N+](=O)[O-])C(F)(F)F